C(=O)(O)NCCCCCCCCCCNC(=O)O dicarboxyl-decylenediamine